C(CCCCC)C(C(=O)OCCCCCCN(CCCCCCOC(C(CCCCCCCC)CCCCCC)=O)CCOCCOCCN)CCCCCCCC 6-[2-[2-(2-aminoethoxy)ethoxy]ethyl-[6-(2-hexyldecanoyloxy)hexyl]amino]hexyl 2-hexyldecanoate